1-methyl-3-hexylimidazole bromide salt [Br-].CN1CN(C=C1)CCCCCC